C(\C=C\C(=O)O)(=O)O.C(C1=CC=CC=C1)#N benzonitrile fumarate